N-allyl-1-hydroxy-N,6,6,9-tetramethyl-3-pentyl-6a,7,8,10a-tetrahydro-6H-benzo[c]chromene-2-carboxamide C(C=C)N(C(=O)C=1C(=C2C3C(C(OC2=CC1CCCCC)(C)C)CCC(=C3)C)O)C